2-[3-[2-Methyl-4-(4,4,5,5-tetramethyl-1,3,2-dioxaborolan-2-yl)indazol-3-yl]propyl]isoindoline-1,3-dione CN1N=C2C=CC=C(C2=C1CCCN1C(C2=CC=CC=C2C1=O)=O)B1OC(C(O1)(C)C)(C)C